FC1=C(CNC2=C(C=NC(=C2C2=CC=CC=C2)OC)N)C(=CC(=C1)SC)F N4-(2,6-difluoro-4-(methylthio)benzyl)-6-methoxy-5-phenylpyridine-3,4-diamine